1,1-difluoropropan-2-yl (CIS)-2-((((CIS)-4-phenylcyclohexyl)oxy)methyl)-3-(1H-pyrazol-3-yl)piperidine-1-carboxylate C1(=CC=CC=C1)[C@H]1CC[C@H](CC1)OC[C@@H]1N(CCC[C@@H]1C1=NNC=C1)C(=O)OC(C(F)F)C